ClC1=NC=C(C(=N1)C1=NN(C2=CC=CC=C12)COCC[Si](C)(C)C)C(F)(F)F 3-(2-chloro-5-(trifluoromethyl)pyrimidin-4-yl)-1-((2-(trimethylsilyl)ethoxy)methyl)-1H-indazole